COC(=O)C=1C(=NC(=NC1OCC1=CC=CC=C1)Cl)Cl 2,4-dichloro-6-benzyloxy-pyrimidine-5-carboxylic acid methyl ester